((S)-1-(4-fluorophenyl)-3,4-dihydroisoquinolin-2(1H)-yl)((4aS,7R,8aS)-octahydropyrano[3,4-b][1,4]oxazin-7-yl)methanone FC1=CC=C(C=C1)[C@@H]1N(CCC2=CC=CC=C12)C(=O)[C@H]1C[C@H]2[C@H](OCCN2)CO1